4-[4-(5-chloro-2-methylphenyl)piperazinyl]Butyl-benzoOxazolin-2-one-5-carboxamide ClC=1C=CC(=C(C1)N1CCN(CC1)CCCCC1=C(C=CC2=C1NC(O2)=O)C(=O)N)C